4-(difluoromethoxy)pyrrolidine-2-carboxamide FC(OC1CC(NC1)C(=O)N)F